The molecule is a pyrazolidine that is phenylbutazone which is substituted by a 3-carboxypropanoylmethyl group at the 4-position. Suxibuzone is a prodrug for phenylbutazone and is commonly used as an anti-inflammatory drug in horses. It has a role as a prodrug, a non-steroidal anti-inflammatory drug, an antirheumatic drug, a non-narcotic analgesic and a peripheral nervous system drug. It is a member of pyrazolidines, a monocarboxylic acid and a hemisuccinate. CCCCC1(C(=O)N(N(C1=O)C2=CC=CC=C2)C3=CC=CC=C3)COC(=O)CCC(=O)O